COC=1C=C(C=CC1)N (3-methoxyphenyl)amine